NC1C(N(C2=C(C(C1)(F)F)C=CC(=C2)C=2OC(=NN2)C(C)(S(=O)(=O)C)C)CC2=CC=C(C=C2)OC2=CC=CC=C2)=O 3-amino-5,5-difluoro-8-[5-(1-methyl-1-methylsulfonyl-ethyl)-1,3,4-oxadiazol-2-yl]-1-[(4-phenoxyphenyl)methyl]-3,4-dihydro-1-benzazepin-2-one